2-(4-cyclobutylphenoxy)-2-methyl-propanal C1(CCC1)C1=CC=C(OC(C=O)(C)C)C=C1